3-{5-[(3-chlorobenzene-1-carbonyl)amino]-4-methylpyridin-2-yl}-N-(4-fluorophenyl)oxetane-3-carboxamide ClC=1C=C(C=CC1)C(=O)NC=1C(=CC(=NC1)C1(COC1)C(=O)NC1=CC=C(C=C1)F)C